4-(dimethylphosphoryl)-5,6-dihydropyridine-1(2H)-carboxylic acid benzyl ester C(C1=CC=CC=C1)OC(=O)N1CC=C(CC1)P(=O)(C)C